C1(=CC=CC=C1)C1=C(C=CC(=C1)C#N)S(=O)(=O)OC1=NOC(C1)(C(F)(F)F)C1=CC(=CC(=C1)Cl)Cl (5-(3,5-dichlorophenyl)-5-(trifluoromethyl)-4,5-dihydroisoxazol-3-yl) phenyl-4-cyanobenzenesulfonate